19-(2-Aminoethyl)-12,26-dihydroxy-6-oxa-3,9,12,16,19,22,26-heptaazatricyclo[22.2.2.211,14]triaconta-1(27),11(30),14(29),24(28)-tetraene-2,10,13,15,23,25-hexaone NCCN1CCNC(C=2C(N(C(C(NCCOCCNC(C=3N(C(C(C(NCC1)=O)=CC3)=O)O)=O)=O)=CC2)O)=O)=O